3-methyl-5-(2-methyl-4-(6-(trifluoromethyl)-1,5-naphthyridin-2-yl)phenyl)-4-oxo-4,5,6,7-tetrahydropyrazolo[1,5-a]pyrazine-2-carbaldehyde CC=1C(=NN2C1C(N(CC2)C2=C(C=C(C=C2)C2=NC1=CC=C(N=C1C=C2)C(F)(F)F)C)=O)C=O